ClC1=C2CCN([C@@H](C2=C(C=C1)OCC=1N=NN(C1C(F)F)C(C)C)CN1C(CCC1)=O)C(=O)[C@H]1[C@H](CCC1)C (1S,2R)-2-((S)-5-Chloro-8-((5-(difluoromethyl)-1-isopropyl-1H-1,2,3-triazol-4-yl)methoxy)-1-((2-oxopyrrolidin-1-yl)methyl)-1,2,3,4-tetrahydroisochinolin-2-carbonyl)-1-methylcyclopentan